C(=C\C=C/CC1C(CCCCCCCCCCC)O1)O (3Z,9Z)-6,7-epoxy-octadecadienol